C(\C=C\C(=O)O)(=O)O.NC[C@H]1CN(CCC1)C1=C(C=CC(=C1C(F)(F)F)OC1=CC=CC=C1)NC(=O)C=1N=C(SC1)C1=CN=NC=C1 N-{2-[(3S)-3-(Aminomethyl)piperidin-1-yl]-4-phenoxy-3-(trifluoromethyl)phenyl}-2-(pyridazin-4-yl)-1,3-thiazol-4-carboxamid mono[(2E)-but-2-endioat]